1-(1-(1-(1H-1,2,3-triazol-1-yl)isoquinolin-4-yl)ethyl)-3-(3-chloro-4-fluorophenyl)-1-methylurea N1(N=NC=C1)C1=NC=C(C2=CC=CC=C12)C(C)N(C(=O)NC1=CC(=C(C=C1)F)Cl)C